6-(4-amino-4-methylpiperidin-1-yl)-3-(2,3-dichlorophenyl)-1H-pyrazolo[3,4-b]Pyrazin-5-ol NC1(CCN(CC1)C1=C(N=C2C(=N1)NN=C2C2=C(C(=CC=C2)Cl)Cl)O)C